6-(6'-(Difluoromethyl)-[2,2'-bipyridin]-3-yl)imidazo[1,2-a]pyridin-3-carbonitril FC(C1=CC=CC(=N1)C1=NC=CC=C1C=1C=CC=2N(C1)C(=CN2)C#N)F